2,2'-dibenzamidodiphenyl disulfide C1=CC=C(C=C1)C(=O)NC2=CC=CC=C2SSC3=CC=CC=C3NC(=O)C4=CC=CC=C4